ClC1=C(C(=O)O)C=C(C(=C1)F)N1C(OC(=N1)C(C)(C)C)=O 2-chloro-4-fluoro-5-(5-tert-butyl-2-oxo-1,3,4-oxadiazol-3(2H)-yl)benzoic acid